C(C)(CC)C1=C(C=C(C(=C1)C(C)CC)N)N 4,6-di-sec-butyl-m-phenylenediamine